[Al].[Ta] Tantalum-Aluminum